C(C)(=O)C1CCC2=C(C=C(O2)C2=CC(=C(C=C2)OCC2=CC=CC=C2)C)C1=O 5-acetyl-2-(4-(benzyloxy)-3-methylphenyl)-6,7-dihydro-4(5H)-benzofuranone